IC1=CC=C(CNC(=O)C(C(C(=O)[O-])(F)F)(F)F)C=C1 3-(4-iodobenzylaminocarbonyl)-2,2,3,3-tetrafluoropropionate